2-(3,4-dimethoxyphenyl)-6-(1-(8-isobutyl-8-azabicyclo[3.2.1]oct-3-yl)piperidin-4-yl)-1,4-dimethyl-1H-benzo[d]imidazole COC=1C=C(C=CC1OC)C1=NC2=C(N1C)C=C(C=C2C)C2CCN(CC2)C2CC1CCC(C2)N1CC(C)C